FC1=C(C=C(C=C1)F)N1CC(CC1=O)C(=O)NC=1SC(=CN1)C(F)(F)F 1-(2,5-difluorophenyl)-5-oxo-N-(5-(trifluoromethyl)thiazol-2-yl)pyrrolidine-3-carboxamide